ClC1=NC=C(C(=N1)N[C@@H]1CN(CC1)C(=O)OC(C)(C)C)CNC1=C(C=CC=C1C)F tert-Butyl (3S)-3-[[2-chloro-5-[(2-fluoro-6-methyl-anilino)methyl]pyrimidin-4-yl]amino]pyrrolidine-1-carboxylate